[6-3H]Thymidine [C@@H]1(C[C@H](O)[C@@H](CO)O1)N1C(=O)NC(=O)C(C)=C1[3H]